ClC1=C(C=CC=C1C1=NC(=C(C=C1)CN1CC2(C1)CNC(C2)=O)OC)C2=C(C(=NC=N2)C2=CC(=C(CN1CC3(C1)CNC(C3)=O)C=C2)OC)OC 2-(4-(6-(2-chloro-3-(6-methoxy-5-((7-oxo-2,6-diazaspiro[3.4]octan-2-yl)methyl)pyridin-2-yl)phenyl)-5-methoxypyrimidin-4-yl)-2-methoxybenzyl)-2,6-diazaspiro[3.4]octan-7-one